isobutyl r-acetate C(C)(=O)OCC(C)C